CC=1C(=NC=C(C1)NC(C(=O)N1C(CCC(C1)C)C=1C=C2C(NCC2=CC1)=O)=O)NC(OC(C)(C)C)=O tert-butyl (3-methyl-5-(2-(5-methyl-2-(3-oxoisoindolin-5-yl)piperidin-1-yl)-2-oxoacetamido)pyridin-2-yl)carbamate